(1-{4-[(3S)-2,3-dihydro[1,4]dioxino[2,3-b]pyridin-3-yl]benzyl}piperidin-4-yl)-methanol O1C[C@@H](OC2=NC=CC=C21)C2=CC=C(CN1CCC(CC1)CO)C=C2